2-(9-(4-Fluorobenzyl)-6-oxaspiro[4.5]decan-9-yl)-N-((3-methoxythiophen-2-yl)methyl)ethylamine hydrochloride Cl.FC1=CC=C(CC2(CCOC3(CCCC3)C2)CCNCC=2SC=CC2OC)C=C1